2-(3,5-dibromo-pyridin-4-yloxy)ethylamine dihydrochloride Cl.Cl.BrC=1C=NC=C(C1OCCN)Br